5-(6-(4,4-difluoropiperidin-1-yl)-5-fluoropyridin-3-yl)-1H-pyrazole-3-carboxylic acid FC1(CCN(CC1)C1=C(C=C(C=N1)C1=CC(=NN1)C(=O)O)F)F